BrC1=CN=C2N(C1=O)C=CS2 6-bromo-5H-thiazolo[3,2-a]pyrimidin-5-one